C(#N)/C(/C(=O)NCCCOC)=C\1/C=C(CCC1)NCCCOC (2Z)-2-cyano-N-(3-methoxypropyl)-2-{3-[(3-methoxypropyl)amino]cyclohex-2-en-1-ylidene}ethanamide